ClC1=C2C=C(C(=NC2=CC=N1)OC)C(=O)OC methyl 5-chloro-2-methoxy-1,6-naphthyridine-3-carboxylate